3-Methyl-5-(N-(4-carbamoylbenzyl)-N-phenethylsulfamoyl)benzofuran-2-carboxylic acid CC1=C(OC2=C1C=C(C=C2)S(N(CCC2=CC=CC=C2)CC2=CC=C(C=C2)C(N)=O)(=O)=O)C(=O)O